3-[3-chloro-4-(1,4-dioxaspiro[4.5]decan-8-yl)phenyl]-2-methyl-propionic acid ethyl ester C(C)OC(C(CC1=CC(=C(C=C1)C1CCC2(OCCO2)CC1)Cl)C)=O